methacrylamidosulfonic acid C(=O)(C(=C)C)NS(=O)(=O)O